NCC1=NN(C=2N(C([C@H]([C@H](C21)C2=CC=C(C=C2)F)NC(C2=CC(=CC=C2)C(F)(F)F)=O)=O)CC)C2=CC=CC=C2 N-((4S,5S)-3-(aminomethyl)-7-ethyl-4-(4-fluorophenyl)-6-oxo-1-phenyl-4,5,6,7-tetrahydro-1H-pyrazolo[3,4-b]pyridine-5-yl)-3-(trifluoromethyl)benzamide